2-methyl-9,10-bis(n-butylcarbonyloxy)anthracene CC1=CC2=C(C3=CC=CC=C3C(=C2C=C1)OC(=O)CCCC)OC(=O)CCCC